C(C)(=O)OP(=O)([O-])[O-].[Li+].[Li+] lithium acetylphosphate salt